5-trifluoromethyl-2',3'-dideoxy uridine-5'-triphosphate P(O)(=O)(OP(=O)(O)OP(=O)(O)O)OC[C@@H]1CC[C@@H](O1)N1C(=O)NC(=O)C(=C1)C(F)(F)F